NC=1C=C(C=C2C=C(N=CC12)NC(=O)[C@H]1[C@H](C1)F)[C@@H]1N(C=CC(=N1)C)C |&1:18| (±)-[8-amino-3-[(cis-2-fluorocyclopropanecarbonyl)amino]-6-isoquinolinyl]-N,4-dimethyl-pyrimidine